C1(CCCCC1)N1C2=NC(=NC=C2N=C1NC1=CC=CC=C1)NC1=CC=C(C=C1)N1CCNCC1 9-cyclohexyl-N8-phenyl-N2-(4-(piperazin-1-yl)phenyl)-9H-purine-2,8-diamine